(2R,3R,4S)-2-(2-chloro-6-(naphthalen-1-ylmethylamino)-9H-purin-9-yl)tetrahydrothiophene-3,4-diol ClC1=NC(=C2N=CN(C2=N1)[C@@H]1SC[C@H]([C@H]1O)O)NCC1=CC=CC2=CC=CC=C12